methyl 3-(1-(cyclohexylmethyl)-5-methyl-1H-pyrazol-4-yl)-6-((3-(3,6-dichloro-5-methylpyridazin-4-yl)propyl)amino)picolinate C1(CCCCC1)CN1N=CC(=C1C)C=1C(=NC(=CC1)NCCCC1=C(N=NC(=C1C)Cl)Cl)C(=O)OC